OS1(CCC(CC1)NC1=CC=NC=N1)O 6-((1,1-dihydroxytetrahydro-2H-thiopyran-4-yl)amino)pyrimidine